7,8-dichloro-10-hydroxy-1-methyl-6-((2-(trimethylsilyl)ethoxy)methyl)-3,4,5,6-tetrahydroazepino[4,5-b]indol-2(1H)-one ClC1=C(C=C(C=2C3=C(N(C12)COCC[Si](C)(C)C)CCNC(C3C)=O)O)Cl